2-(3-ethylsulfanyl-5-trifluoromethyl-pyridin-2-yl)-6-iodo-3-methyl-3H-imidazo[4,5-b]pyridine C(C)SC=1C(=NC=C(C1)C(F)(F)F)C1=NC=2C(=NC=C(C2)I)N1C